2-(8-(2-oxa-8-azaspiro[4.5]decan-8-yl)pyrido[2,3-d]pyridazin-5-yl)-5-(trifluoromethyl)phenol C1OCCC12CCN(CC2)C=2N=NC(=C1C2N=CC=C1)C1=C(C=C(C=C1)C(F)(F)F)O